4-(3,4-dihydro-2H-pyrrol-5-yl)-1,5-dimethyl-1H-pyrazole, trihydrochloride salt Cl.Cl.Cl.N=1CCCC1C=1C=NN(C1C)C